BrCCCCCC(O[Si](OCCCCCCCC)(C)C)OCCCCCCC 12-(5-bromopentyl)-10,10-dimethyl-9,11,13-trioxa-10-silaeicosane